tert-butyl((4-(chloromethyl)benzyl)oxy)dimethylsilane C(C)(C)(C)[Si](C)(C)OCC1=CC=C(C=C1)CCl